6-(4-Fluorobenzyl)-3-(3-cyanobenzyl)-1,2,3,4,6,8,9,10-octahydro-5H-pyrido[3,4-e]pyrimido[1,2-a]pyrimidin-5-one FC1=CC=C(CN2C=3N(C4=C(C2=O)CN(CC4)CC4=CC(=CC=C4)C#N)CCCN3)C=C1